tert-Butyl 3-[5-chloro-3-[1-[rac-(4aR,8aS)-3-oxo-4,4a,5,7,8,8a-hexahydropyrido[4,3-b][1,4]oxazine-6-carbonyl]-4-piperidyl]indol-1-yl]azetidine-1-carboxylate ClC=1C=C2C(=CN(C2=CC1)C1CN(C1)C(=O)OC(C)(C)C)C1CCN(CC1)C(=O)N1C[C@@H]2[C@@H](OCC(N2)=O)CC1 |r|